N1=C(C=CC=C1)C1=CC=C(C=C1)S(=O)(=O)Cl 4-(2-pyridyl)benzenesulfonyl chloride